1-(2-methoxy-2-methylpropyl)piperidin COC(CN1CCCCC1)(C)C